N1=CC=C(C=C1)CN1N=C(N=N1)C1=CC=C(C=C1)CCN (4-(2-(pyridin-4-ylmethyl)-2H-tetrazol-5-yl)phenyl)ethylamine